N1(N=CC=C1)CC=1C=CC(=NC1OC)C(=O)NS(=O)(=O)C1=C(C=CC=C1)OC 5-((1H-pyrazol-1-yl)methyl)-6-methoxy-N-((2-methoxyphenyl)sulfonyl)picolinamide